IC1=CNC=2N=CN=C(C21)/N=C/N(C)C (E)-N'-(5-iodo-7H-pyrrolo[2,3-d]pyrimidin-4-yl)-N,N-dimethylformimidamide